ClC=1C=C(C=CC1F)C(C=1N(C(=CN1)CS(=O)(=O)C)COCC[Si](C)(C)C)C1=CC(=C(C=C1)F)Cl 2-(bis(3-chloro-4-fluorophenyl)methyl)-5-((methylsulfonyl)methyl)-1-((2-(trimethylsilyl)ethoxy)methyl)-1H-imidazole